4-[4-(1,3-benzoxazol-2-yl)piperidin-1-yl]-6-bromo-1-methyl-2-oxo-1,2-dihydroquinoline O1C(=NC2=C1C=CC=C2)C2CCN(CC2)C2=CC(N(C1=CC=C(C=C21)Br)C)=O